5,5',5'',5'''-(4-(4,6-diphenyl-1,3,5-triazin-2-yl)-6-(pyridin-3-yl)benzene-1,2,3,5-tetrayl)tetrakis(5H-pyrido[3,2-b]indole) C1(=CC=CC=C1)C1=NC(=NC(=N1)C1=CC=CC=C1)C1=C(C(=C(C(=C1N1C2=C(C=3C=CC=CC13)N=CC=C2)C=2C=NC=CC2)N2C1=C(C=3C=CC=CC23)N=CC=C1)N1C2=C(C=3C=CC=CC13)N=CC=C2)N2C1=C(C=3C=CC=CC23)N=CC=C1